(R)-N-(4-(2,3-dihydrobenzofuran-5-yl)-5,6,7,8-tetrahydroisoquinolin-8-yl)propanamide O1CCC2=C1C=CC(=C2)C2=CN=CC=1[C@@H](CCCC21)NC(CC)=O